1-(3-(5-amino-3-(3-chloro-4-((4-cyclopropylpyridin-2-yl)oxy)phenyl)imidazo[1,5-c]pyrimidin-1-yl)piperidin-1-yl)prop-2-en-1-one NC1=NC=CC=2N1C(=NC2C2CN(CCC2)C(C=C)=O)C2=CC(=C(C=C2)OC2=NC=CC(=C2)C2CC2)Cl